tert-butyl (4S)-3,3-difluoro-4-hydroxy-pyrrolidine-1-carboxylate FC1(CN(C[C@@H]1O)C(=O)OC(C)(C)C)F